(E)-3-(1-((4-(tert-butyl)phenyl)sulfonyl)-1H-indol-3-yl)-1-phenylprop-2-en-1-one C(C)(C)(C)C1=CC=C(C=C1)S(=O)(=O)N1C=C(C2=CC=CC=C12)/C=C/C(=O)C1=CC=CC=C1